ClC=1C=C(NC2=NC(NC3=CC(=C(C=C23)NC(C=CCN(C)C)=O)[C@@H](CO)CC)=O)C=CC1F N-[4-(3-chloro-4-fluoroanilino)-7-[(3S)-oxapent-3-yl]oxoquinazolin-6-yl]-4-(dimethylamino)but-2-enamide